ClC=1C(=NC(=NC1)NC=1C=NN(C1)C)C1=C(C(=O)NCC#N)C=CC=C1 (5-chloro-2-((1-methyl-1H-pyrazol-4-yl)amino)pyrimidin-4-yl)-N-(cyanomethyl)benzamide